2-chloro-1-(2-methoxy-4-pyridinyl)ethanone ClCC(=O)C1=CC(=NC=C1)OC